(3-methyl-1H-indol-5-yl)boronic acid CC1=CNC2=CC=C(C=C12)B(O)O